(R)-N-(1-(6,7-Difluoro-1-oxo-1,2-dihydroisoquinolin-4-yl)ethyl)-3-(difluoromethyl)-4-fluoro-N-methylbenzamide FC=1C=C2C(=CNC(C2=CC1F)=O)[C@@H](C)N(C(C1=CC(=C(C=C1)F)C(F)F)=O)C